(S)-N-(2-((3-hydroxyoxetan-3-yl)ethynyl)-9-methyl-8-oxo-6,7,8,9-tetrahydro-5H-pyrido[2,3-b]azepin-7-yl)-4-phenoxypyridineamide OC1(COC1)C#CC=1C=CC2=C(N(C([C@H](CC2)NC(=O)C2=NC=CC(=C2)OC2=CC=CC=C2)=O)C)N1